ClC=1C=C(C=CC1Cl)C(C(=O)NC)(C)C 3,4-dichlorophenyl-N-methylisobutyramide